(3-chloro-4-(3-fluorophenoxy)phenyl)-6-methoxy-7-((1-methylpiperidin-4-yl)methoxy)quinazolin-4-amine ClC=1C=C(C=CC1OC1=CC(=CC=C1)F)C1=NC2=CC(=C(C=C2C(=N1)N)OC)OCC1CCN(CC1)C